CCOC(CCCCC)=O.[Na] Sodium (2-ethyl)hexanoate